COC1=C(C(=O)N(C=2OC(=NN2)C2=CN=CS2)C)C=CC(=C1)N1CCOCC1 2-methoxy-N-methyl-4-morpholinyl-N-(5-(thiazol-5-yl)-1,3,4-oxadiazol-2-yl)benzamide